4-(bis(1H-pyrrol-2-yl)methyl)benzoic acid N1C(=CC=C1)C(C1=CC=C(C(=O)O)C=C1)C=1NC=CC1